[Sn].[Pt].[Pd] Palladium-Platinum Tin